N-(4-cyano-2-fluorophenyl)-2-methyl-5-phenyl-1H-pyrrole-3-sulfonamide C(#N)C1=CC(=C(C=C1)NS(=O)(=O)C1=C(NC(=C1)C1=CC=CC=C1)C)F